1-methyl-anthraquinone CC1=CC=CC=2C(C3=CC=CC=C3C(C12)=O)=O